2-[Methyl-(methylsulfonyl)amino]-N-(4-piperazin-1-ylsulfonylphenyl)benzamide CN(C1=C(C(=O)NC2=CC=C(C=C2)S(=O)(=O)N2CCNCC2)C=CC=C1)S(=O)(=O)C